COC1=C(C(=CC=C1)OC)P(NC(=O)N1C2=CC=CC=C2C=2C=CC=CC12)C1=C(C=CC=C1OC)OC N-(bis(2,6-dimethoxyphenyl)phosphino)-9H-carbazole-9-carboxamide